COC=1C=C(C=C(C1OC)OC)N1C=NC(=C1)NC=1N=C(C2=C(N1)NC=C2)N2[C@@H](CCC2)C(=O)N (S)-1-(2-((1-(3,4,5-trimethoxyphenyl)-1H-imidazol-4-yl)amino)-7H-pyrrolo[2,3-D]pyrimidin-4-yl)pyrrolidine-2-carboxamide